CC(C(=O)O)CCCCC methyl-(heptanoic acid)